FC(C(F)(F)F)(O[Si](OC(C(F)(F)F)(F)F)(OC(C(F)(F)F)(F)F)C(C(C(C(C(C(C(C(C(C(F)(F)F)(F)F)(F)F)(F)F)(F)F)(F)F)(F)F)(F)F)(F)F)(F)F)F perfluorodecyl-triethoxysilane